C(C)(C)(C)C1=CC=C(C=NNC=2SC=C(N2)C2=CC=C(C=C2)O)C=C1 2-(2-(4-(tert-butyl)benzylidene)hydrazino)-4-(4-(hydroxy)phenyl)thiazole